3-(4-(3,5-difluoro-2-(trifluoromethyl)phenyl)piperidin-1-carbonyl)-1,4,5,7-tetrahydro-6H-pyrazolo[3,4-c]pyridin-6-carbonitrile FC=1C(=C(C=C(C1)F)C1CCN(CC1)C(=O)C1=NNC=2CN(CCC21)C#N)C(F)(F)F